Methyl 2-(2-((6-(pyridin-4-yl)benzo[d]thiazol-2-yl)amino)pyridin-4-yl)-acetate N1=CC=C(C=C1)C1=CC2=C(N=C(S2)NC2=NC=CC(=C2)CC(=O)OC)C=C1